[(1S*,3R*)-3-hydroxycyclopentyl]carbamate O[C@H]1C[C@H](CC1)NC([O-])=O |o1:1,3|